5-(1-methyl-3-(trifluoromethyl)-1H-pyrazol-4-yl)-1-oxoisochromane-7-carboxylic acid CN1N=C(C(=C1)C1=C2CCOC(C2=CC(=C1)C(=O)O)=O)C(F)(F)F